C(C)(C)(C)OC(N(C)C1=CC=C(C=C1)I)=O N-(4-iodophenyl)-N-methyl-carbamic acid tert-butyl ester